2,3-di-mercaptosuccinic acid SC(C(=O)O)C(C(=O)O)S